C1(CCCCC1)C[C@H](C(=O)N1CC([C@@](CC1)(O)CN1C(C=C(C(=C1)C(=O)N1CCNCC1)C1=C(C=CC=C1)F)=O)(C)C)C 1-(((R)-1-((R)-3-cyclohexyl-2-methylpropanoyl)-4-hydroxy-3,3-dimethylpiperidin-4-yl)methyl)-4-(2-fluorophenyl)-5-(piperazine-1-carbonyl)pyridin-2(1H)-one